1-methyl-4-(1-methyl-4-{3-[(1-methylimidazol-2-yl)formamido]propanamido}pyrrole-2-amido)imidazole-2-carboxylic acid CN1C(=NC(=C1)NC(=O)C=1N(C=C(C1)NC(CCNC(=O)C=1N(C=CN1)C)=O)C)C(=O)O